ClC=1C=C(C=CC1)C(CC1=CC(=CC=C1)Cl)O 1,2-bis(3-chlorophenyl)ethanol